(R)-3-(hydrazinocarbonyl)pyrrolidine-1-carboxylic acid tert-butyl ester C(C)(C)(C)OC(=O)N1C[C@@H](CC1)C(=O)NN